C1(=CC=C(C=C1)C(=O)C1=CC(=C(C(=C1)C(C)C)O)C(C)C)C 4-hydroxy-(3,5-diisopropylphenyl) (p-tolyl) ketone